C(C1=CC=CC=C1)N1N=CC(=C1)C=O 1-benzyl-1H-pyrazole-4-carbaldehyde